C(CCCCCCCCCCCCCCC)(=O)N[C@@H](CCSC)C(=O)O N-hexadecanoyl-methionine